tert-butyl 4-(8-bromo-6-chloro-3,4-dihydro-2H-quinolin-1-yl)-2-methyl-pyrrolidine-1-carboxylate BrC=1C=C(C=C2CCCN(C12)C1CC(N(C1)C(=O)OC(C)(C)C)C)Cl